N1(CCOCC1)C(=S)SC1=CC2=CC=CC=C2C=C1 naphthalen-2-yl morpholine-4-carbodithioate